3-(3-((tert-butyldimethylsilyl)oxy)propoxy)-5-cyclopropyl-4-nitro-1-(tetra-hydro-2H-pyran-4-yl)-1H-pyrazole [Si](C)(C)(C(C)(C)C)OCCCOC1=NN(C(=C1[N+](=O)[O-])C1CC1)C1CCOCC1